methyl 2-amino-5-((3-fluorobicyclo[1.1.1]pentan-1-yl) (methyl) amino)-1-methyl-6-carbonyl-1,6-dihydropyridine-3-carboxylate NC=1N(C(C(=CC1C(=O)OC)N(C)C12CC(C1)(C2)F)=C=O)C